9,9-bis[6-(glycidoxy)-2-naphthyl]-9H-fluorene C(C1CO1)OC=1C=C2C=CC(=CC2=CC1)C1(C2=CC=CC=C2C=2C=CC=CC12)C1=CC2=CC=C(C=C2C=C1)OCC1CO1